(2S,4S)-4-(4-(6-acetamidopyridin-3-yl)-1H-1,2,3-triazol-1-yl)-2-((4-chloro-3-trifluoromethylphenyl)carbamoyl)pyrrole-1-carboxylic acid tert-butyl ester C(C)(C)(C)OC(=O)N1C(=CC(=C1)N1N=NC(=C1)C=1C=NC(=CC1)NC(C)=O)C(NC1=CC(=C(C=C1)Cl)C(F)(F)F)=O